trans-5-((4-((S)-3-(3-cyano-5-fluorophenyl)isoxazolidine-2-carbonyl)cyclohexyl)methyl)-2-methylbenzonitrile C(#N)C=1C=C(C=C(C1)F)[C@H]1N(OCC1)C(=O)[C@@H]1CC[C@H](CC1)CC=1C=CC(=C(C#N)C1)C